1-(4-(3,4-dichlorophenyl)-5-(methylsulfanyl)thiazol-2-yl)-3-methyl-4-(2-nitrophenylmethyl)-1H-pyrazole-5-carboxylic acid ClC=1C=C(C=CC1Cl)C=1N=C(SC1SC)N1N=C(C(=C1C(=O)O)CC1=C(C=CC=C1)[N+](=O)[O-])C